3-fluoro-4-methyl-5-nitrobenzoyl-hydrazine FC=1C=C(C(=O)NN)C=C(C1C)[N+](=O)[O-]